2-chloro-3-(methoxymethoxy)naphthalen-1-ol ClC1=C(C2=CC=CC=C2C=C1OCOC)O